1,3-bis(4-amino-α,α-bis-trifluoromethylbenzyl)benzene NC1=CC=C(C(C(F)(F)F)(C(F)(F)F)C2=CC(=CC=C2)C(C2=CC=C(C=C2)N)(C(F)(F)F)C(F)(F)F)C=C1